C(#N)C=1C=NN2C1C(=CC(=C2)OCCN2CCOCC2)C=2C=CC(=NC2)N2CCC(CC2)(C)NC(C2=CC=CC=C2)=O N-(1-(5-(3-cyano-6-(2-morpholinoethoxy)pyrazolo[1,5-a]pyridin-4-yl)pyridin-2-yl)-4-methylpiperidin-4-yl)benzamide